1-((3R,4R)-3-(((2-((1-(5-aminopentyl)-1H-pyrazol-4-yl)amino)-5-chloro-7H-pyrrolo[2,3-d]pyrimidin-4-yl)oxy)methyl)-4-methoxypyrrolidin-1-yl)prop-2-en-1-one trisisooctylphosphate C(CCCCC(C)C)OP(=O)(OCCCCCC(C)C)OCCCCCC(C)C.NCCCCCN1N=CC(=C1)NC=1N=C(C2=C(N1)NC=C2Cl)OC[C@H]2CN(C[C@@H]2OC)C(C=C)=O